C(C)OC=1C=C(C=CC1)N1C(N(C=2C1=NC=C(C2)C(=O)NC2(CS(C2)(=O)=O)C)C(C)C)=O 3-(3-ethoxyphenyl)-1-isopropyl-N-(3-methyl-1,1-dioxo-thietan-3-yl)-2-oxo-imidazo[4,5-b]pyridine-6-carboxamide